N-(1-(but-3-yn-1-yl)piperidin-4-yl)-4-(2,6-dichlorobenzamido)-1H-pyrazole-3-carboxamide C(CC#C)N1CCC(CC1)NC(=O)C1=NNC=C1NC(C1=C(C=CC=C1Cl)Cl)=O